C(CC)(S)S propandithiol